C1(CCCC1)NC=1N=C(C=C2C=CC=NC12)C(CCCC)=O 1-[8-(cyclopentylamino)-1,7-naphthyridin-6-yl]Pentane-1-one